CC1=NNC2=CC=C(C=C12)C1=NC=CC(=C1)NC(C=C)=O N-[2-(3-methyl-1H-indazol-5-yl)pyridin-4-yl]prop-2-enamide